1-(tetrahydropyran-2-yloxymethyl)cyclopropanecarbaldehyde O1C(CCCC1)OCC1(CC1)C=O